nonyl 6-bromohexanoate BrCCCCCC(=O)OCCCCCCCCC